(3aS,4S)-5-benzyl 4-methyl 3a-allyl-1-hydroxytetrahydro-1H-furo[3,4-c]pyrrole-4,5(3H)-dicarboxylate C(C=C)[C@]12C(CN([C@@H]1C(=O)OC)C(=O)OCC1=CC=CC=C1)C(OC2)O